(S)-2-chloro-N-(5-chloro-6-(2H-1,2,3-triazol-2-yl)pyridin-3-yl)-8-cyclopropyl-8-methyl-7,8-dihydro-6H-pyrazolo[1,5-a]pyrrolo[2,3-e]pyrimidine-6-carboxamide ClC1=NN2C(N=CC3=C2[C@@](CN3C(=O)NC=3C=NC(=C(C3)Cl)N3N=CC=N3)(C)C3CC3)=C1